CC1=NOC(=C1NC(C1=C(N=C(C(=C1)F)N1N=C(N(C1=O)CC)CO)O[C@H](C(F)(F)F)C)=O)C (S)-N-(3,5-Dimethylisoxazol-4-yl)-6-(4-ethyl-3-(hydroxymethyl)-5-oxo-4,5-dihydro-1H-1,2,4-triazol-1-yl)-5-fluoro-2-((1,1,1-trifluoropropan-2-yl)oxy)nicotinamide